ClC1=C(C=CC=C1)C[C@@H](C(=O)O)N(C)C(=O)OCC1C2=CC=CC=C2C=2C=CC=CC12 (2S)-3-(2-chlorophenyl)-2-[9H-fluoren-9-ylmethoxycarbonyl(methyl)amino]propanoic acid